3-(3-bromo-4-methyl-1-((2-(trimethylsilyl)ethoxy)methyl)-1H-pyrazol-5-yl)-1-tosyl-1H-pyrrolo[2,3-b]pyridine BrC1=NN(C(=C1C)C1=CN(C2=NC=CC=C21)S(=O)(=O)C2=CC=C(C)C=C2)COCC[Si](C)(C)C